CC([C@@H](C(=O)O)N(C(=O)[C@@H]1CN(CC1)C(C=C)=O)C)C (2S)-3-methyl-2-[N-methyl-1-[(3S)-1-(prop-2-enoyl)pyrrolidin-3-yl]formamido]butanoic acid